(R)-2-(8-methyl-5,6,7,8-tetrahydro-[1,2,4]triazolo[4,3-a]pyrazin-3-yl)thiazolo[4,5-d]pyridazine C[C@@H]1C=2N(CCN1)C(=NN2)C=2SC1=C(C=NN=C1)N2